FC=1C=NC(=C(C=O)C1)O 5-FLUORO-2-HYDROXYNICOTINALDEHYDE